COC=1C=C(C=C(C1)OC)NC(=S)N N-(3,5-dimethoxyphenyl)thiourea